tert-butyl rac-(3aS,6aS)-1-[6-[2-hydroxy-6-methyl-4-(trifluoromethyl)phenyl]pyridazin-3-yl]-2,3,3a,4,6,6a-hexahydropyrrolo[3,4-b]pyrrole-5-carboxylate OC1=C(C(=CC(=C1)C(F)(F)F)C)C1=CC=C(N=N1)N1[C@H]2[C@@H](CC1)CN(C2)C(=O)OC(C)(C)C |r|